4-((2S,3R,4R,5S)-3-(3,4-difluorophenyl)-4,5-dimethyl-5-(trifluoromethyl)tetrahydrofuran-2-carboxamido)picolinamide FC=1C=C(C=CC1F)[C@@H]1[C@H](O[C@@]([C@@H]1C)(C(F)(F)F)C)C(=O)NC1=CC(=NC=C1)C(=O)N